C1(CCCCC1)N(C(C1=CC(=C(C=C1)C1=NC=2C=CNC(C2C(=C1)NC1=NC=C(C=C1)N1CCC(CC1)O)=O)F)=O)C N-cyclohexyl-3-fluoro-4-[4-[[5-(4-hydroxy-1-piperidyl)-2-pyridyl]amino]-5-oxo-6H-1,6-naphthyridin-2-yl]-N-methyl-benzamide